CC1(OB(OC1(C)C)C1=C(C(=C(C(=C1[2H])[2H])[2H])[2H])[2H])C 4,4,5,5-tetramethyl-2-(phenyl-d5)-1,3,2-dioxaborolane